BrC=1C(=NN=NC1)OC1=CC=CC=C1 bromophenoxytriazine